C1(CC1)C1=C2C(=NC=C1)NC(=C2)C(=O)O 4-cyclopropyl-1H-pyrrolo[2,3-b]pyridine-2-carboxylic acid